CC=1C=2N(C=C(C1)C1=CC3=C(N(C(N3)=O)C3CCNCC3)C=C1)N=CN2 5-(8-methyl-[1,2,4]triazolo[1,5-a]pyridin-6-yl)-1-(piperidin-4-yl)-1,3-dihydro-2H-benzo[d]imidazol-2-one